FC=1C=C(C=2C=C(N(C2C1)C1=CC=C(C=C1)F)C1CCOCC1)O 6-fluoro-1-(4-fluorophenyl)-2-tetrahydropyran-4-yl-indol-4-ol